C(C1=CC=CC=C1)N1CCC(CC1)CC=1CC2=CC(=C(C=C2C1C(C(=O)O)OCCCCCCCCCCCC)OC)OC.BrC=1C=NN2C1N=C(C=C2)C2=NC(=CC=C2)O[C@H](CN2N=NN=C2)C 2-{3-bromopyrazolo[1,5-a]pyrimidin-5-yl}-6-{[(2S)-1-(1H-tetrazol-1-yl)propan-2-yl]oxy}pyridine 2-((1-benzylpiperidin-4-yl)methyl)-5,6-dimethoxy-1H-inden-3-yl-2-(dodecyloxy)acetate